Myristoleylamin C(CCCCCCC\C=C/CCCC)N